Diethylacetamido Malonat C(CC(=O)[O-])(=O)ONC(C(CC)CC)=O